N-(3-carbamoyl-5,5,7,7-tetramethyl-5,7-dihydro-4H-thieno[2,3-c]pyran-2-yl)-4-chloro-5-methyl-1H-pyrazole-3-carboxamide C(N)(=O)C1=C(SC=2C(OC(CC21)(C)C)(C)C)NC(=O)C2=NNC(=C2Cl)C